ClC1=C(C(=O)O)C=C(C(=C1)F)[N+](=O)[O-] (S)-2-chloro-4-fluoro-5-nitrobenzoic acid